4-(3-(1H-benzo[d]imidazol-2-yl)-4-(o-tolyl)pyridin-2-yl)morpholine N1C(=NC2=C1C=CC=C2)C=2C(=NC=CC2C2=C(C=CC=C2)C)N2CCOCC2